(1R,5S,8r)-8-(4-fluorobenzyl)-3-(2-(pyrimidin-4-yl)nicotinoyl)-3-azabicyclo[3.2.1]octane-8-carbonitrile FC1=CC=C(CC2([C@@H]3CN(C[C@H]2CC3)C(C3=C(N=CC=C3)C3=NC=NC=C3)=O)C#N)C=C1